BrCC(=O)NC1=CC(=CC=C1)C(F)(F)F 2-bromo-N-(3-(trifluoromethyl)phenyl)acetamide